ClC=1C=NN(C(C1)=O)[C@@H](C(=O)NC=1C=CC(=C(C1)S(=O)(=O)NCCC1=CC=C(C(=O)O)C=C1)C)C 4-[2-[[5-[[(2R)-2-(4-chloro-6-oxo-pyridazin-1-yl)propanoyl]amino]-2-methyl-phenyl]sulfonylamino]ethyl]benzoic acid